C(C(C)C)[2H] isobutane-d